2-(2-(aminomethyl)-4-(tert-Butoxycarbonyl)piperazin-1-yl)-5-nitroterephthalic acid dimethyl ester COC(C1=C(C=C(C(=O)OC)C(=C1)[N+](=O)[O-])N1C(CN(CC1)C(=O)OC(C)(C)C)CN)=O